2-cyano-3-(4-((E)-2-(7-(dipropylamino)-4-ethylcoumarin-3-yl)vinyl)-phenyl)acrylic acid C(#N)C(C(=O)O)=CC1=CC=C(C=C1)\C=C\C=1C(OC2=CC(=CC=C2C1CC)N(CCC)CCC)=O